CC1=NN(C(=C1C1=NC=NC2=CC(=CC=C12)C=1C=NN(C1)C)C1=CC=CC=C1)C1OCCCC1 4-[3-methyl-1-(oxan-2-yl)-5-phenyl-1H-pyrazol-4-yl]-7-(1-methyl-1H-pyrazol-4-yl)quinazoline